(R)-N-(2-(4-((1-Methylpiperidin-3-yl)amino)-5,6,7,8-tetrahydrophthalazin-1-yl)-5-(trifluoromethyl)phenyl)methanesulfonamide CN1C[C@@H](CCC1)NC1=NN=C(C=2CCCCC12)C1=C(C=C(C=C1)C(F)(F)F)NS(=O)(=O)C